FC1=C(C=CC(=C1)F)N1N=C(C(C1(C(=O)OC)C)C=1OC(=CC1)C(F)(F)F)C1=C(C=C(C=C1)F)F methyl 1,3-bis(2,4-difluorophenyl)-5-methyl-4-(5-(trifluoromethyl) furan-2-yl)-4,5-dihydro-1H-pyrazole-5-carboxylate